OC1=CC(=NC=C1)N=NC1=NC=CC=C1 4-hydroxyazopyridine